NC1=NC(=CC(=N1)C=1N=NN(C1)CC1=CC=CC(=N1)[C@H](C)N1CCC(CC1)C(=O)O)C1=CC(=CC=C1)C#N 1-[(S)-1-[6-({4-[2-amino-6-(m-cyanophenyl)-4-pyrimidinyl]-1H-1,2,3-triazol-1-yl}methyl)-2-pyridinyl]ethyl]-4-piperidinecarboxylic acid